(1S,3S,5R)-5-((2-hydroxyethoxy)methyl)-2-azabicyclo[3.1.0]hexane-2,3-dicarboxylic acid 2-(tert-butyl) ester 3-ethyl ester C(C)OC(=O)[C@H]1N([C@H]2C[C@]2(C1)COCCO)C(=O)OC(C)(C)C